ClC1=NN2C(N=CC(=C2[C@H](C)OC)NC2=CC=C(C=C2)[C@@H](C(F)(F)F)N(C(=O)C2CCN(CC2)S(=O)(=O)C(C)C)C)=N1 N-[(1S)-1-[4-({2-chloro-7-[(1S)-1-methoxyethyl]-[1,2,4]triazolo[1,5-a]pyrimidin-6-yl}amino)phenyl]-2,2,2-trifluoroethyl]-N-methyl-1-(propane-2-sulfonyl)piperidine-4-carboxamide